C(N)(=N)C1=C(C=C(CNC(=O)C=2C=NN(C2)CC2=CC=C(C=C2)C(C)(C)C#N)C=C1OC)F N-(4-carbamimidoyl-3-fluoro-5-methoxybenzyl)-1-(4-(2-cyanopropan-2-yl)benzyl)-1H-pyrazole-4-carboxamide